1,2,7-heptanetriol C(C(CCCCCO)O)O